2-[2-azido-1-(3-chlorophenyl)ethoxy]acetonitrile N(=[N+]=[N-])CC(OCC#N)C1=CC(=CC=C1)Cl